4-Azido-5-iodo-7-(2,3,5-tri-O-benzoyl-β-D-ribofuranosyl)-7H-pyrrolo[2,3-d]pyrimidine N(=[N+]=[N-])C=1C2=C(N=CN1)N(C=C2I)[C@H]2[C@H](OC(C1=CC=CC=C1)=O)[C@H](OC(C1=CC=CC=C1)=O)[C@H](O2)COC(C2=CC=CC=C2)=O